2-(2,2-difluoro-2-(1,4,8-trioxaspiro[4.5]dec-7-yl)ethyl)isoindoline-1,3-dione FC(CN1C(C2=CC=CC=C2C1=O)=O)(C1CC2(OCCO2)CCO1)F